OC1N(CCOC1)CC monohydroxy(ethylmorpholine)